OC(C)(C)C1=NN(C=C1)C1=C(C#N)C=CN=C1 (3-(2-hydroxypropan-2-yl)-1H-pyrazol-1-yl)isonicotinonitrile